2,2-dibromo-4,4'-dichlorobiphenyl BrC1(C(=CC=C(C1)Cl)C1=CC=C(C=C1)Cl)Br